tert-butyl 4-((6-chloropyrazin-2-yl)oxy)-2,2-dimethylpiperidine-1-carboxylate ClC1=CN=CC(=N1)OC1CC(N(CC1)C(=O)OC(C)(C)C)(C)C